CC1=CC=2C3=C(NC2C=C1)C(N(C=N3)CCC(=O)NCCOC3=CC(=CC=C3)C(F)(F)F)=O 3-(8-methyl-4-oxo-4,5-dihydro-3H-pyrimido[5,4-b]indol-3-yl)-N-(2-(3-(trifluoromethyl)phenoxy)ethyl)propanamide